O=C[C@@H](O)C[C@H](O)[C@H](O)CO 3-deoxy-d-mannose